C(C=CCCCCCCC=CC(=O)N)(=O)N hexamethylenebisacrylamide